iron-vanadium-nickel-cobalt [Co].[Ni].[V].[Fe]